NP1OC=CC=C1 P-amino-1,2-oxaphosphorine